5-(tert-butyl)-7-chloro-3-(2-vinylbenzyl)-3H-[1,2,3]triazolo[4,5-d]pyrimidine C(C)(C)(C)C=1N=C(C2=C(N1)N(N=N2)CC2=C(C=CC=C2)C=C)Cl